FC(OC=1C=C(C(=O)N[C@@H](C)C2=NC(=NN2C=2N=CC=NC2)C2CC2)C=C(C1)OC(F)(F)F)(F)F 5-(5-{(1S)-1-[3,5-Bis(trifluoromethoxy)benzamido]ethyl}-3-Cyclopropyl-1H-1,2,4-triazol-1-yl)pyrazin